FC1(CC(C1)C(O)C=1C=C2C(=NC1)N(C=C2)C2=CC(=CC=C2)C2=NN=CN2C2OCCCC2)F (3,3-difluorocyclobutyl)-[1-[3-(4-tetrahydropyran-2-yl-1,2,4-triazol-3-yl)phenyl]pyrrolo[2,3-b]pyridin-5-yl]methanol